[Pd](Cl)Cl.C(C1=CC=CC=C1)(C1=CC=CC=C1)(C1=CC=CC=C1)[P]C(C1=CC=CC=C1)(C1=CC=CC=C1)C1=CC=CC=C1 ditrityl-phosphorus palladium dichloride